FC1=CC=C2C=NC(=NC2=C1C=1C=C(C=CC1)NC(C=C)=O)NC=1C=NC(=CC1)N1CCN(CC1)C N-(3-(7-fluoro-2-((6-(4-methylpiperazin-1-yl)pyridin-3-yl)amino)quinazolin-8-yl)phenyl)acrylamide